BrC=1C(N(C(=CC1OCC1=NC=NC=C1F)C)C1=CC(=NC=C1C)C1=NC(=CC=C1)C(C)(C)O)=O (P)-3-bromo-4-((5-fluoropyrimidin-4-yl)methoxy)-6''-(2-hydroxypropan-2-yl)-5',6-dimethyl-2H-[1,4':2',2''-terpyridin]-2-one